2-(2-(4-(2-(7,8-dimethyl-[1,2,4]triazolo[4,3-a]pyridin-6-yl)-3-isopropyl-1H-indol-5-yl)piperidin-1-yl)ethyl)isothiazolidine 1,1-dioxide CC1=C(C=2N(C=C1C=1NC3=CC=C(C=C3C1C(C)C)C1CCN(CC1)CCN1S(CCC1)(=O)=O)C=NN2)C